C1(=CC=CC=C1)C=CC=NCCC[Si](OC)(OC)OC 3-phenyl-N-(3-(trimethoxysilyl)propyl)prop-2-ene-1-imine